8-bromo-4-methyl-1,2,3,4-tetrahydropyrazino[1,2-b]indazole BrC=1C=CC2=C3N(N=C2C1)C(CNC3)C